1-(4-Methyl-5-(2-(methylamino)pyrimidin-4-yl)thiazol-2-yl)-3-(3-((trifluoromethyl)sulfonyl)-phenyl)urea CC=1N=C(SC1C1=NC(=NC=C1)NC)NC(=O)NC1=CC(=CC=C1)S(=O)(=O)C(F)(F)F